S1C=NC(=C1)CC1CN(CCC1)CC1=CN=C(S1)NC(C)=O N-(5-((3-(thiazol-4-ylmethyl)piperidin-1-yl)methyl)thiazol-2-yl)acetamide